N1C=CC2=CC=C(C=C12)C(=O)N1CC2(C1)CN(C[C@H]2C2=CC=CC=C2)C(C=C)=O (S)-1-(2-(1H-Indole-6-carbonyl)-8-phenyl-2,6-diazaspiro[3.4]octan-6-yl)prop-2-en-1-one